CS(=O)(=O)C=1C=C(C=NC1)[C@H](CC(=O)O)N1N=CC2=CC(=CC=C12)OCCC1=NC=2NCCCC2C=C1 (S)-3-(5-(methylsulfonyl)pyridin-3-yl)-3-(5-(2-(5,6,7,8-tetrahydro-1,8-naphthyridin-2-yl)-ethoxy)-1H-indazol-1-yl)propionic acid